C[C@@H]1CN(CCC1)C(C)C1=CC(=C2CNC(C2=C1)=O)C(F)(F)F 6-{1-[(3S)-3-methylpiperidin-1-yl]ethyl}-4-(trifluoromethyl)-2,3-dihydro-1H-isoindol-1-one